[3-methoxy-4-(3-trifluoromethylbenzoylamino)phenyl]carbamic acid t-butyl ester C(C)(C)(C)OC(NC1=CC(=C(C=C1)NC(C1=CC(=CC=C1)C(F)(F)F)=O)OC)=O